C1(CC1)C(O)C1=NC=C(N=C1)N1[C@@H](C2=C(CC1)NC=N2)C2=NN1C(C(=CC=C1)F)=C2 cyclopropyl(5-((S)-4-(4-fluoropyrazolo[1,5-a]pyridin-2-yl)-1,4,6,7-tetrahydro-5H-imidazo[4,5-c]pyridin-5-yl)pyrazin-2-yl)methanol